9-benzyl-8-(4-chloro-6-(2-(4-methylpiperazin-1-yl)ethoxy)pyridin-3-yl)-6-(1-methylcyclopropoxy)-9H-purine C(C1=CC=CC=C1)N1C2=NC=NC(=C2N=C1C=1C=NC(=CC1Cl)OCCN1CCN(CC1)C)OC1(CC1)C